methyl 2-(1-(tert-butoxycarbonyl) piperidin-4-yl)-5-nitro-2H-indazole-6-carboxylate C(C)(C)(C)OC(=O)N1CCC(CC1)N1N=C2C=C(C(=CC2=C1)[N+](=O)[O-])C(=O)OC